FC1=CC(=C(NC=2C3=C(N=CN2)SC(=N3)C(=O)NCC3CCNCC3)C=C1)OC(C)C 7-(4-fluoro-2-isopropoxy-anilino)-N-(4-piperidylmethyl)thiazolo[5,4-d]pyrimidine-2-carboxamide